COC1=CC2=C(N(N=N2)C(F)(F)F)C=C1 5-methoxy-1-(trifluoromethyl)-1H-benzo[d][1,2,3]triazole